5-methylsulfonyl-4-oxo-1-[4-(trifluoromethoxy)phenyl]cinnoline-3-carboxylic acid tetrahydrofuran-3-yl ester O1CC(CC1)OC(=O)C1=NN(C2=CC=CC(=C2C1=O)S(=O)(=O)C)C1=CC=C(C=C1)OC(F)(F)F